tert-butyl (S)-(1-(4-chlorophenyl)-4-(methoxy(methyl)amino)-4-oxobutan-2-yl)-carbamate ClC1=CC=C(C=C1)C[C@@H](CC(=O)N(C)OC)NC(OC(C)(C)C)=O